N-(3-bromo-1-(6-(1,1-difluoroethyl)pyrazin-2-yl)-1H-pyrazolo[4,3-C]pyridin-6-yl)acetamide BrC1=NN(C2=C1C=NC(=C2)NC(C)=O)C2=NC(=CN=C2)C(C)(F)F